tert-Butyl 3-chloro-4-(trifluoromethoxy)benzyl(2-(5-(2-oxo-2-((1-(tetrahydro-2H-pyran-2-yl)-6-(4H-1,2,4-triazol-4-yl)-1H-indazol-4-yl)amino)ethyl)oxazol-2-yl)ethyl)carbamate ClC=1C=C(CN(C(OC(C)(C)C)=O)CCC=2OC(=CN2)CC(NC2=C3C=NN(C3=CC(=C2)N2C=NN=C2)C2OCCCC2)=O)C=CC1OC(F)(F)F